C(#N)CNC(=O)C=1N=CC(=NC1)N1N=C(N=C1[C@H](C)NC(OC(C)(C)C)=O)C tert-butyl N-[(1S)-1-[2-[5-(cyanomethylcarbamoyl)pyrazin-2-yl]-5-methyl-1,2,4-triazol-3-yl]ethyl]carbamate